3-bromo-5-(2-chloro-3-fluoro-phenoxy)-1-isopropyl-1,2,4-triazole BrC1=NN(C(=N1)OC1=C(C(=CC=C1)F)Cl)C(C)C